butyl 2-(difluoromethyl)morpholine-4-carboxylate FC(C1CN(CCO1)C(=O)OCCCC)F